C(C)(C)(C)OC(=O)N1CCN(CC1)C(=O)C1(CC1)C(=O)OC tert-butyl-4-(1-(methoxycarbonyl)cyclopropan-1-carbonyl)piperazine-1-carboxylate